C(=O)O.N1CC(C1)OC=1C(=C(C(=C2C=NNC12)C=1N=CC=2N(C1)C=C(N2)NC(=O)[C@H]2[C@H](C2)F)Cl)F (1s,2s)-N-(6-(7-(azetidin-3-yloxy)-5-chloro-6-fluoro-1H-indazol-4-yl)imidazo[1,2-a]pyrazin-2-yl)-2-fluorocyclopropane-1-carboxamide formate salt